1-(4-(4-((5-chloro-4-(methylamino)-7H-pyrrolo[2,3-d]pyrimidin-2-yl)amino)-3-methoxyphenyl)-4-oxido-1,4-azaphosphinan-1-yl)ethan-1-one ClC1=CNC=2N=C(N=C(C21)NC)NC2=C(C=C(C=C2)P2(CCN(CC2)C(C)=O)=O)OC